IC1=C(C(=CC(=C1)C(C(F)(F)F)(C(C(F)(F)F)(F)F)F)OC(F)(F)F)NC(C1=C(C(=CC=C1)N(C(=O)C=1C=NC(=CC1)F)OC(=O)C1CC1)F)=O N-(2-iodo-4-(perfluorobutan-2-yl)-6-(trifluoromethoxy)phenyl)-2-fluoro-3-(((cyclopropanecarbonyl)oxy)(6-fluoropyridine-3-carbonyl)amino)benzamide